N-(1-(7-(8-ethynyl-7-fluoro-3-hydroxynaphthalen-1-yl)-2-(((2S,4R)-4-fluoro-2-methyl-1-(pyridin-3-ylmethyl)pyrrolidin-2-yl)methoxy)-5,6-dihydroquinazolin-4-yl)azepan-3-yl)acrylamide C(#C)C=1C(=CC=C2C=C(C=C(C12)C=1CCC=2C(=NC(=NC2C1)OC[C@]1(N(C[C@@H](C1)F)CC=1C=NC=CC1)C)N1CC(CCCC1)NC(C=C)=O)O)F